prop-2-ynyl-1H-tetrazole C(C#C)N1N=NN=C1